1-hydroxy-1-(4-(1-(methoxyimino)ethyl)-3-methyl-5-oxo-1-phenyl-4,5-dihydro-1H-pyrazol-4-yl)-3,3-dimethylurea ON(C(=O)N(C)C)C1(C(=NN(C1=O)C1=CC=CC=C1)C)C(C)=NOC